Cl.NC=1C(N(C=CC1)C1C(C1)CC)=O 3-amino-1-(2-ethylcyclopropyl)pyridin-2(1H)-one hydrochloride